The molecule is an acetate ester that is chavicol acetate substituted by an acetoxy group at position 1'. It has a role as a plant metabolite, a NF-kappaB inhibitor and an antineoplastic agent. It is an acetate ester and a phenylpropanoid. It derives from a chavicol. CC(=O)OC1=CC=C(C=C1)[C@H](C=C)OC(=O)C